(piperidin-4-yl)-5'H-spiro[cyclohexane-1,7'-indolo[1,2-a]quinazolin]-5'-one N1CCC(CC1)C1=CC=CC=2C(N=C3N(C12)C1=CC=CC=C1C31CCCCC1)=O